ClC1=CC=C(C=N1)NC1=NC=CC2=CC(=CC=C12)OCCC1=NC=CC=C1 N-(6-chloropyridin-3-yl)-6-(2-(pyridin-2-yl)ethoxy)isoquinolin-1-amine